sodium 5-ethoxy-2,2-dimethyl-5-oxopentanoate C(C)OC(CCC(C(=O)[O-])(C)C)=O.[Na+]